N1N=CC2=C1N=CC=C2C(=O)N2CC1(C2)CC(C1)NC(=O)NC=1C=NC=C(C1)C(F)(F)F 1-(2-(1H-pyrazolo[3,4-b]pyridine-4-carbonyl)-2-azaspiro[3.3]heptan-6-yl)-3-(5-(trifluoromethyl)pyridin-3-yl)urea